NC1=C(C=C(C=N1)NC(C(=O)N1[C@@H](CC([C@@H](C1)C)(F)F)C=1C=C2C=NNC2=CC1)=O)CC N-(6-amino-5-ethyl-3-pyridyl)-2-[(2S,5R)-4,4-difluoro-2-(1H-indazol-5-yl)-5-methyl-1-piperidyl]-2-oxo-acetamide